ClC1=NC=C(C(=C1)C1=C(C=NC(=C1)C)C(=O)NC=1SC2=C(N1)CN(C2)C(C2=C(N=CC(=C2)C)Cl)=O)OC 2'-chloro-N-(5-(2-chloro-5-methylnicotinoyl)-5,6-dihydro-4H-pyrrolo[3,4-d]thiazol-2-yl)-5'-methoxy-6-methyl-[4,4'-bipyridine]-3-carboxamide